CCCN(CCC)C1=NC(=NC2=CC=CC=C21)N3CCCC3 The molecule is a member of the class of quinazolines that is quinazoline which is substituted by a pyrrolidin-1-yl group and a dipropylnitrilo group at positions 2 and 4, respectively. It is a member of quinazolines, a member of pyrrolidines and a tertiary amino compound.